N-{[3-(3,4-dimethoxybenzyl)-2,4-dioxo-1-(tetrahydro-2H-pyran-4-yl)-1,2,3,4-tetrahydroquinazolin-6-yl]methyl}acetamide COC=1C=C(CN2C(N(C3=CC=C(C=C3C2=O)CNC(C)=O)C2CCOCC2)=O)C=CC1OC